NCCOCCOCCOCCOCCOCCNC(COC1=CC(=C(C(=O)NC=2SC(=CN2)C)C=C1)C)=O 4-((20-amino-2-oxo-6,9,12,15,18-pentaoxa-3-azaicosyl)oxy)-2-methyl-N-(5-methylthiazol-2-yl)benzamide